C(CCCCCCC\C=C/CCCCCCCC)OC[C@@H](OCC1=CC=CC=C1)COP(=O)(O)O 1-O-oleyl-2-O-benzyl-sn-glycero-3-phosphate